ClC1=C2C=C(NC2=C(C=C1)Cl)C(=O)N[C@H](C(=O)N[C@@H](C[C@H]1C(NCC1)=O)C#N)CC1CC1 4,7-dichloro-N-[(1S)-2-[[(1S)-1-cyano-2-[(3S)-2-oxopyrrolidin-3-yl]ethyl]amino]-1-(cyclopropylmethyl)-2-oxo-ethyl]-1H-indole-2-carboxamide